FC=1C=C(C=CC1OC1=CC=C(C=C1)F)S(=O)(=O)N1[C@H]([C@@H]2CC[C@H](C1)N2C(=O)OCCOC)C(NO)=O 2-methoxyethyl (1S,2R,5R)-3-((3-fluoro-4-(4-fluoro-phenoxy)phenyl)-sulfonyl)-2-(hydroxycarbamoyl)-3,8-diazabicyclo[3.2.1]-octane-8-carboxylate